[Cl-].C1(=CC=CC=C1)[N+](C)(C)C benzenyl-trimethyl-ammonium chloride